6-(3,3-Difluoro-4-piperidyl)-2-(2,8-dimethylimidazo[1,2-b]pyridazin-6-yl)-3H-thieno[2,3-d]pyrimidin-4-on FC1(CNCCC1C1=CC2=C(N=C(NC2=O)C=2C=C(C=3N(N2)C=C(N3)C)C)S1)F